N-benzyl-2-(chloromethyl)morpholine C(C1=CC=CC=C1)N1CC(OCC1)CCl